C(C)OC(C(C(C)C=1N(C2=CC=C(C=C2C1)OC)C)C(C)=O)=O 2-acetyl-3-(5-methoxy-1-methyl-1H-indol-2-yl)butanoic acid ethyl ester